hexacyanocobalt potassium [K].C(#N)[Co](C#N)(C#N)(C#N)(C#N)C#N